C12(CC3CC(CC(C1)C3)C2)N(CCCCCCCOC2=C3CN(C(C3=CC=C2)=O)C2C(NC(CC2)=O)=O)C 3-(4-((7-((adamantan-1-yl)(methyl)amino)heptyl)oxy)-1-oxoisoindolin-2-yl)piperidine-2,6-dione